2-(4-chlorobenzoyl)-3-fluoro-5-(1-(tetrahydro-2H-pyran-4-yl)vinyl)benzoic acid methyl ester COC(C1=C(C(=CC(=C1)C(=C)C1CCOCC1)F)C(C1=CC=C(C=C1)Cl)=O)=O